C1(CCC1)CN[C@H]1CN(CCC1)C=1C=CC(=NC1)C(C(=O)NC=1C=NC=C(C1)N1CCCC1)C 2-(5-((R)-3-((cyclobutylmethyl)amino)piperidin-1-yl)pyridin-2-yl)-N-(5-(pyrrolidin-1-yl)pyridin-3-yl)propanamide